C(C)(C)(C)OC(N(C1CCN(CC1)C)C1=C2C=C(N(C2=CC(=C1)Cl)S(=O)(=O)C1=CC=CC=C1)I)=O N-[1-(benzenesulfonyl)-6-chloro-2-iodo-1H-indol-4-yl]-N-(1-methylpiperidin-4-yl)-carbamic acid tert-butyl ester